7-methoxy-6-(piperidin-4-yloxy)quinazolin-4-amine COC1=C(C=C2C(=NC=NC2=C1)N)OC1CCNCC1